2-amino-N-(4-phenyl-1,3-thiazol-2-yl)-4-(trifluoromethyl)benzamide ethyl-cis-2-[4-(1-methyl-1H-pyrazol-5-yl)piperidin-1-yl]-6-azaspiro[3.4]octane-6-carboxylate hydrochloride Cl.C(C)OC(=O)N1CC2(CC(C2)N2CCC(CC2)C2=CC=NN2C)CC1.NC1=C(C(=O)NC=2SC=C(N2)C2=CC=CC=C2)C=CC(=C1)C(F)(F)F